O=C(CCOCCN1C=C(C2=C1C=NNC2=O)C(F)(F)F)N2[C@@H]1[C@H](CC2)N(CC1)C1=NC=C(C=N1)C(F)(F)F 1-(2-(3-oxo-3-(cis-4-(5-(trifluoromethyl)pyrimidin-2-yl)hexahydropyrrolo[3,2-b]pyrrol-1(2H)-yl)propoxy)ethyl)-3-(trifluoromethyl)-1,5-dihydro-4H-pyrrolo[2,3-d]pyridazin-4-one